FC(C(=O)O)(F)F.C(C)NC1=C2C(=NC(=C1)NC1=CC=C(C3=C1OCCO3)C(=O)N3CCOCC3)NC=C2 (8-((4-(ethylamino)-1H-pyrrolo[2,3-b]pyridin-6-yl)amino)-2,3-dihydrobenzo[b][1,4]dioxin-5-yl)(morpholino)methanone 2,2,2-trifluoroacetate